5-(3-chlorophenyl)-N,N-diethyl-7H-pyrrolo[2,3-d]pyrimidin-4-amine ClC=1C=C(C=CC1)C1=CNC=2N=CN=C(C21)N(CC)CC